2-(3,8-diazabicyclo[3.2.1]oct-8-yl)-5-(4-chloro-2-methyl-2H-indazol-5-yl)-3-methyl-3,7-dihydro-4H-pyrrolo[2,3-d]pyrimidin-4-one C12CNCC(CC1)N2C=2N(C(C1=C(N2)NC=C1C1=C(C2=CN(N=C2C=C1)C)Cl)=O)C